OC1=C(C=CC=C1)C 2-hydroxyphenylmethane